CC1=C(C(=CC=C1N1N=CC(=C1)C(NCC1=NC(=NN1)C(C(F)(F)F)(C)C)=O)C)C=1C=CC(=NC1)OC1CCN(CC1)C(=O)OC(C)(C)C tert-butyl 4-[[5-[2,6-dimethyl-3-[4-[[3-(2,2,2-trifluoro-1,1-dimethyl-ethyl)-1H-1,2,4-triazol-5-yl]methylcarbamoyl]pyrazol-1-yl]phenyl]-2-pyridyl]oxy]piperidine-1-carboxylate